(2-fluoro-5-hydroxy-4-tolyl){6-[3-methyl-1-(o-tolyl)-5-pyrazolyl]-2-aza-2-spiro[3.3]heptyl}methanone FC1=C(C=C(C(=C1)C(=O)N1CC2(C1)CC(C2)C2=CC(=NN2C2=C(C=CC=C2)C)C)O)C